C[C@@H]1CN(CCN1C)C1=C(C=C(C(=C1)OC)NC1=NC=NC(=C1)N1OCC[C@@H]1C1=CC(=CC=C1)C(F)(F)F)NC(C=C)=O N-(2-((R)-3,4-dimethylpiperazin-1-yl)-4-methoxy-5-((6-((R)-3-(3-(trifluoromethyl)phenyl)isoxazolidin-2-yl)pyrimidin-4-yl)amino)phenyl)acrylamide